C(CCCCCCCCCCCCCCCC)C(C)(O)OCC heptadecyl-ethoxyethanol